N-(1-benzothien-2-yl)-1-methylcycloheptane-1-carboxamide S1C(=CC2=C1C=CC=C2)NC(=O)C2(CCCCCC2)C